FC1=C(N=C2C(=N1)C(CC2=O)=O)F 2,3-difluoro-5H-cyclopenta[b]pyrazine-5,7(6H)-dione